spiro[cyclopropane-1,4'-isoquinoline]-2'(3'H)-carboxylate C1N(CC2(C3=CC=CC=C13)CC2)C(=O)[O-]